ClC1=C(C=CC=C1OC)C1(CC(=O)C(=O)OC(=O)O1)N1C[C@H]2CO[C@@H](CN2CC1)C=1N=NC(=CC1)C(F)(F)F (2-chloro-3-methoxy-phenyl)-[(3S,9aS)-3-[6-(trifluoromethyl)pyridazin-3-yl]-3,4,6,7,9,9a-hexahydro-1H-pyrazino[2,1-c][1,4]oxazin-8-yl]methanonedioxyethylene diketone